(2S,4R)-6-chloro-4-hydroxy-N-(3-{4-[6-(trifluoromethyl)pyridin-3-yl]-1H-imidazol-1-yl}bicyclo[1.1.1]pent-1-yl)-3,4-dihydro-2H-1-benzopyran-2-carboxamide ClC=1C=CC2=C([C@@H](C[C@H](O2)C(=O)NC23CC(C2)(C3)N3C=NC(=C3)C=3C=NC(=CC3)C(F)(F)F)O)C1